(2R,3S,4S,5R)-3-(4-fluorophenyl)-4,5-dimethyl-5-(trifluoromethyl)tetrahydrofuran-2-carboxylic acid FC1=CC=C(C=C1)[C@H]1[C@@H](O[C@]([C@H]1C)(C(F)(F)F)C)C(=O)O